(2-((4-(2-(((2-(2-Fluorophenyl)pyrimidin-5-yl)methyl)amino)ethyl)phenyl)carbamoyl)-4,5-dimethoxyphenyl)-4-oxo-4H-chromene-2-carboxamide FC1=C(C=CC=C1)C1=NC=C(C=N1)CNCCC1=CC=C(C=C1)NC(=O)C1=C(C=C(C(=C1)OC)OC)C1=C(OC2=CC=CC=C2C1=O)C(=O)N